FC1=CC=C(C=C1)[C@H]1N(CC[C@H](C1)NC)C(=O)N1CC2(CCCC2)[C@@H](CC1)CN1C=NC(=CC1=O)C1=C(C=CC=C1)OC 3-(((R)-7-((2S,4R)-2-(4-Fluorophenyl)-4-(methylamino)piperidine-1-carbonyl)-7-azaspiro[4.5]decan-10-yl)methyl)-6-(2-methoxyphenyl)pyrimidin-4(3H)-one